FC1=C(C=CC(=C1)C(F)(F)F)C1=NN(C=2C1=NC=CC2)C2CN(C2)C(C=C)=O 1-(3-(3-(2-fluoro-4-(trifluoromethyl)phenyl)-1H-pyrazolo[4,3-b]pyridin-1-yl)azetidin-1-yl)propan-2-en-1-one